3-Tert-butyl-(3-methoxy-1-methyl-1H-indazol-5-yl)methanamine C(C)(C)(C)C1(NN(C2=CC=C(C=C12)CN)C)OC